C1(CCC(N1OC(CCCCCN1C(C=CC1=O)=O)=O)=O)=O 6-(maleimido)hexanoic acid succinimidyl Ester